N,N-dimethylaminoethylene glycol methyl ether COC(CO)N(C)C